1-(tert-butyl) 2-methyl (S)-4-(difluoromethylene)pyrrolidine-1,2-dicarboxylate FC(=C1C[C@H](N(C1)C(=O)OC(C)(C)C)C(=O)OC)F